C(=O)O.C(#N)C(C)N1N=C(C(=C1)C1=CN=C2N1C=CN=C2NC2=CC(=C(C(=O)NCCOCCN1CCCC1)C=C2)CC)C(F)(F)F 4-((3-(1-(1-cyanoethyl)-3-(trifluoromethyl)-1H-pyrazol-4-yl)imidazo[1,2-a]pyrazin-8-yl)amino)-2-ethyl-N-(2-(2-(pyrrolidin-1-yl)ethoxy)ethyl)benzamide formate